ClC=1C2=C(N=CN1)C1=C(N2CC#N)C=NC(=C1)C=C 2-(4-chloro-8-vinyl-5H-pyrido[4',3':4,5]pyrrolo[3,2-d]pyrimidin-5-yl)acetonitrile